(S)-2-((4-(5-chloro-1-(((S)-morpholin-2-yl)methyl)-1H-indol-7-yl)pyrrolo[2,1-f][1,2,4]triazin-6-yl)methyl)tetrahydropyrrolo[1,2-a]pyrazine-1,3(2H,4H)-dione ClC=1C=C2C=CN(C2=C(C1)C1=NC=NN2C1=CC(=C2)CN2C([C@H]1N(CC2=O)CCC1)=O)C[C@@H]1CNCCO1